(S)-2-((1H-pyrazolo[4,3-d]pyrimidin-7-yl)amino)-4-((2-acetamidoethyl)(4-(5,6,7,8-tetrahydro-1,8-naphthyridin-2-yl)butyl)amino)butanoic acid N1N=CC=2N=CN=C(C21)N[C@H](C(=O)O)CCN(CCCCC2=NC=1NCCCC1C=C2)CCNC(C)=O